N1C=NC2=C1CN([C@H]2C=2OC1=C(N2)C=CC=C1)C=1OC2=C(N1)C=CC=C2 (R)-2,2'-(4,6-dihydropyrrolo[3,4-d]imidazole-4,5(1H)-diyl)bis(benzo[d]oxazole)